N-(4-((3-isopropyl-1H-pyrrolo[3,2-b]pyridin-5-yl)methyl)-3,5-dimethylphenyl)-5-oxo-4,5-dihydro-1,2,4-oxadiazole-3-carboxamide C(C)(C)C1=CNC=2C1=NC(=CC2)CC2=C(C=C(C=C2C)NC(=O)C2=NOC(N2)=O)C